C(C)(C)(C)[C@@H]1N(C(C2=CC(=CC(=C12)C(F)(F)F)CN1CC(CCC1)OC)=O)C(=O)O.FC(C1CCC(CC1)CN1C[C@@H](C([C@@H](C1)O)O)O)(F)F (3S,4R,5R)-1-(((1r,4R)-4-(trifluoromethyl)cyclohexyl)methyl)piperidine-3,4,5-triol tert-butyl-(S)-6-((3-methoxypiperidin-1-yl)methyl)-1-oxo-4-(trifluoromethyl)isoindoline-2-carboxylate